[5-(p-Fluorophenyl)-2-ureido]thiophene-3-carboxamide C1=CC(=CC=C1C2=CC(=C(S2)NC(=O)N)C(=O)N)F